CC1=CC(=CC=C1N(C1=CC=CC=C1)C1=CC=CC=C1)C 6-methyl-4-methyldiphenylaniline